NC(CNC(=O)C1=CC=C(C=C1)SCC(=O)NC[C@H]1CN(CCO1)CC1=CC(=C(C=C1)Cl)Cl)=O (2S)-{4-[(2-amino-2-oxoethyl)aminocarbonyl]phenylthio}-N-{[4-(3,4-dichlorobenzyl)morpholin-2-yl]methyl}acetamide